THIAZOLIDON S1([C-]=NC=C1)=O